OC1=NN=C(C2=CC(=CC=C12)C)C1=C(C=C(C#N)C=C1)OC 4-(4-hydroxy-7-methylphthalazin-1-yl)-3-methoxybenzonitrile